The molecule is a member of the class of hydroxyanthraquinones isolated from the bark of Scutia myrtina. It has been shown to exhibit antiproliferative and antimalarial activities. It has a role as a metabolite, an antimalarial and an antineoplastic agent. It is a ring assembly, a dihydroxyanthraquinone and a methyl ester. CC1=C2C(=CC(=C1C(=O)OC)O)C(=O)C3=C(C2=O)C(=C(C=C3)C4(C5=C(C(=CC=C5)O)C(=O)C6=C(C(=C(C=C64)O)C(=O)OC)C)O)O